(tert-butyl)(2-(6-chloro-2-(((tetrahydro-2H-pyran-2-yl)oxy)methyl)pyrazolo[1,5-a]pyridin-3-yl)ethyl)carbamate C(C)(C)(C)OC(NCCC=1C(=NN2C1C=CC(=C2)Cl)COC2OCCCC2)=O